(S,E)-methyl 6-(2,5-dichlorothiophene-3-carboxamido)-7-(1-(2-(3,5,7-trimethyl-1-adamantylamino)-2-oxoethyl)-2-oxo-1,2-dihydropyridin-3-ylamino)-7-oxohept-2-enoate ClC=1SC(=CC1C(=O)N[C@@H](CC/C=C/C(=O)OC)C(=O)NC=1C(N(C=CC1)CC(=O)NC12CC3(CC(CC(C1)(C3)C)(C2)C)C)=O)Cl